The molecule is an organic heterotetracyclic compound that is 1,12a-dihydrochromeno[4,5-bc][1]benzoxepin-7(2H)-one substituted by a hydroxy group at position 8, a 2-hydroxypropan-2-yl group at position 1, a methyl group at position 4 and a prenyl group at position 9. Isolated from Aspergillus, it exhibits inhibitory activity against hepatitis C protease. It has a role as a hepatitis C protease inhibitor and an Aspergillus metabolite. It is an organic heterotetracyclic compound, a cyclic ketone, a polyphenol, a cyclic ether and a tertiary alcohol. CC1=CC(=C2C3=C1OCC(C3OC4=C(C2=O)C(=C(C=C4)CC=C(C)C)O)C(C)(C)O)O